tert-butyl (3S,4S)-4-((4-(3-(2,6-bis(benzyloxy) pyridin-3-yl)-1-methyl-1H-indazol-6-yl) piperazin-1-yl) methyl)-3-methylpiperidine-1-carboxylate C(C1=CC=CC=C1)OC1=NC(=CC=C1C1=NN(C2=CC(=CC=C12)N1CCN(CC1)C[C@@H]1[C@@H](CN(CC1)C(=O)OC(C)(C)C)C)C)OCC1=CC=CC=C1